C(C)(C)C1=C(C=C(C=C1)C=1N=CC2=C(N1)C=CS2)OC 2-(4-isopropyl-3-methoxyphenyl)thieno[3,2-d]pyrimidine